COC[C@@H]1COC2=C(O1)C=CC(=C2)/C=C/C2=C1C=C(N=CC1=C(N=C2)NC)NC(=O)C2CC2 (R,E)-N-(5-(2-(2-(methoxymethyl)-2,3-dihydrobenzo[b][1,4]dioxin-6-yl)vinyl)-8-(methylamino)-2,7-naphthyridin-3-yl)cyclopropanecarboxamide